C(C)(C)C1=C(C=CC=C1)C1N(CCC1)C1CC2(CN(C2)C2=CC=C(C(=O)N)C=C2)C1 4-(6-(2-(2-isopropylphenyl)pyrrolidin-1-yl)-2-azaspiro[3.3]heptan-2-yl)benzamide